C(C)(=O)O[C@@H](C(C)(C)C)[C@@H]1[C@H](CCCC1)C |r| (1RS)-2,2-dimethyl-1-[(1SR,2SR)-2-methylcyclohexyl]propyl acetate